2-chloro-6-[(2R)-2-hydroxy-3-[(2-methyl-1-naphthalen-2-ylpropan-2-yl)amino]propoxy]benzonitrile ClC1=C(C#N)C(=CC=C1)OC[C@@H](CNC(CC1=CC2=CC=CC=C2C=C1)(C)C)O